[NH2+](C1=CC=CC=C1)C(=O)[O-] aniliniumcarboxylate